4-amino-2,6-bipyridin-3-ylpyrimidine NC1=C(C(=NC=C1)C1=CC=CC=N1)C1=NC=CC=N1